rac-N-(4-(2-((3aR,5r,6aS)-5-benzyl-5-hydroxyhexahydrocyclopenta[c]pyrrol-2(1H)-yl)-1-hydroxyethyl)phenyl)acetamide C(C1=CC=CC=C1)C1(C[C@@H]2[C@@H](CN(C2)CC(O)C2=CC=C(C=C2)NC(C)=O)C1)O